ClC1=C(C=CC=C1)NC(C1=CC=C(C=C1)NC1=NC(=NC=C1F)NC1=CC=C(C=C1)C(NCCCCCCCCNC1=C2C(N(C(C2=CC=C1)=O)C1C(NC(CC1)=O)=O)=O)=O)=O N-(2-chlorophenyl)-4-((2-((4-((8-((2-(2,6-dioxopiperidin-3-yl)-1,3-dioxoisoindoline-4-yl)amino)octyl)carbamoyl)phenyl)amino)-5-fluoropyrimidin-4-yl)amino)benzamide